2-(2-acetyl-5-methoxyphenoxy)acetic acid C(C)(=O)C1=C(OCC(=O)O)C=C(C=C1)OC